BrC=1C(NN=CC1O[C@@H](COC)CO[C@H]1C(N(CC1)C1CCN(CC1)C1=NC=C(C=N1)C(F)(F)F)=O)=O 4-Bromo-5-(((S)-1-methoxy-3-(((R)-2-oxo-1-(1-(5-(trifluoromethyl)pyrimidin-2-yl)piperidin-4-yl)pyrrolidin-3-yl)oxy)propan-2-yl)oxy)pyridazin-3(2H)-one